ClC=1C=C(C=CC1O)C1=CC=C2C=NN(C2=C1)C1OCCCC1 6-(3-chloro-4-hydroxyphenyl)-1-(tetrahydro-2H-pyran-2-yl)-1H-indazole